ClC1=CC=C(CN2C(N3C(C4=C2C=C(C=N4)N4CCC(CC4)O)=NC(C3)C(C)C)=O)C=C1 6-(4-chlorobenzyl)-8-(4-hydroxypiperidin-1-yl)-2-(propan-2-yl)-2,6-dihydroimidazo[1,2-c]pyrido[2,3-e]pyrimidin-5(3H)-one